FC(COC1=CC=C(C=C1)Br)(F)F trifluoroethyloxy-4-bromo-benzene